N-(3-Chloro-4-fluorophenyl)-2-(5-hydroxy-5-((methylsulfonyl)methyl)octahydropentalen-2-yl)-6,7-dihydro-5H-pyrrolo[1,2-a]imidazole-3-carboxamide ClC=1C=C(C=CC1F)NC(=O)C1=C(N=C2N1CCC2)C2CC1CC(CC1C2)(CS(=O)(=O)C)O